C(C)(C)(C)OC(C[C@@H](C(=O)N(C)C)NC)=O.C(=O)(OC(C)(C)C)C=1N=NOC1 Bocoxadiazole tert-butyl-(3S)-4-(dimethylamino)-3-(methylamino)-4-oxo-butanoate